((R)-1-(4-{7-Cyclopropyl-5-[(1R)-1-methyl-1,2,3,4-tetrahydroisoquinoline-2-carbonyl]pyrazolo[1,5-a]pyrimidin-2-yl}-3-fluorophenyl)-3-methylpyrrolidin-3-yl)acetic acid C1(CC1)C1=CC(=NC=2N1N=C(C2)C2=C(C=C(C=C2)N2C[C@@](CC2)(C)CC(=O)O)F)C(=O)N2[C@@H](C1=CC=CC=C1CC2)C